2,3-dibromomaleimide BrC=1C(=O)NC(C1Br)=O